2-(diphenylphosphino)ethan-1-amine C1(=CC=CC=C1)P(CCN)C1=CC=CC=C1